1,2-dibenzyldiethylenetriamine C(C1=CC=CC=C1)NC(CNCCN)CC1=CC=CC=C1